(1,3-benzothiazol-4-yl)pyridine-2,6-diamine S1C=NC2=C1C=CC=C2C=2C(=NC(=CC2)N)N